BrC=1C(OC2=CC(=CC=C2C1)NC(C)=O)(C)C N-(3-bromo-2,2-dimethyl-2H-chromen-7-yl)acetamide